calcium DL-malate C(C(O)CC(=O)[O-])(=O)[O-].[Ca+2]